tert-butyl 7-(((methylsulfonyl)oxy)methyl)-5,9-dioxa-2-azaspiro[3.5]nonane-2-carboxylate CS(=O)(=O)OCC1COC2(CN(C2)C(=O)OC(C)(C)C)OC1